4,4-difluorocyclohexane-1-amine hydrochloride Cl.FC1(CCC(CC1)N)F